COC=1C=C(C=CC1OC)C1=C(C=2N=C(N=CC2N1)C1CCN(CC1)CC(=O)N(C)C)CC 2-(4-(6-(3,4-dimethoxyphenyl)-7-ethyl-5H-pyrrolo[3,2-d]pyrimidin-2-yl)piperidin-1-yl)-N,N-dimethylacetamide